N-(4-(4,4-difluorocyclohexyl)-6-(2,5-difluorophenyl)pyrimidin-5-yl)-6-isopropylnicotinamide FC1(CCC(CC1)C1=NC=NC(=C1NC(C1=CN=C(C=C1)C(C)C)=O)C1=C(C=CC(=C1)F)F)F